NC=1N=C(C=C2C=C(N=CC12)NC(=O)[C@H]1[C@H](C1)F)C=1C=NC(=CC1CC)OC |r| (±)-cis-N-(8-amino-6-(4-ethyl-6-methoxypyridin-3-yl)-2,7-naphthyridine-3-yl)-2-Fluorocyclopropanecarboxamide